methyl (2S)-2-[[(2S)-2-[[(2S)-2-(tert-butoxycarbonylamino)-3-(4-fluorophenyl) propanoyl]amino]-3-cyclopropyl-propanoyl]amino]-3-[(3R)-5,5-dimethyl-2-oxo-pyrrolidin-3-yl]propanoate C(C)(C)(C)OC(=O)N[C@H](C(=O)N[C@H](C(=O)N[C@H](C(=O)OC)C[C@H]1C(NC(C1)(C)C)=O)CC1CC1)CC1=CC=C(C=C1)F